3-(7-(3-(benzyloxy)naphthalen-1-yl)-2-(methylthio)-5,6,7,8-tetrahydropyrido[3,4-d]pyrimidin-4-yl)-3,8-diazabicyclo[3.2.1]octane-8-carboxylate C(C1=CC=CC=C1)OC=1C=C(C2=CC=CC=C2C1)N1CC=2N=C(N=C(C2CC1)N1CC2CCC(C1)N2C(=O)[O-])SC